FC1=C(C=CC=C1)[C@]1([C@@H]2CCN(C[C@H]12)C1=CN=C2C(=N1)NN=C2C=2C(=C1N=CC=NC1=CC2)C)CN ((1S,6R,7R)-7-(2-fluorophenyl)-3-(3-(5-methylquinoxalin-6-yl)-1H-pyrazolo[3,4-b]pyrazin-6-yl)-3-azabicyclo[4.1.0]heptan-7-yl)methanamine